COC(\C(=C(/C#N)\C1=CC=C(C=C1)Cl)\C)=O methyl-(Z)-3-(4-chlorophenyl)-3-cyanoacrylic acid methyl ester